OCCCOC(=O)C=1C2=C(OC1C)C1=CC=CC=C1C(=C2)NS(=O)(=O)C=2C=CC=C1C=CC=NC21 2-methyl-5-(quinoline-8-sulfonylamino)naphtho[1,2-b]furan-3-carboxylic acid 3-hydroxypropyl ester